(1H-pyrazol-4-yl)-7-((2-(trimethylsilyl)ethoxy)methyl)-7H-pyrrolo[2,3-d]pyrimidine N1N=CC(=C1)C=1N=CC2=C(N1)N(C=C2)COCC[Si](C)(C)C